BrC1=CC=CC(=N1)\C=N\O (E)-N-[(6-bromopyridin-2-yl)methylene]hydroxylamine